5-(3-fluoro-5-((phenylsulfonyl)ethynyl)-4-(trifluoromethoxy)phenoxy)-1H-1,2,3-triazole-4-carboxylic acid FC=1C=C(OC2=C(N=NN2)C(=O)O)C=C(C1OC(F)(F)F)C#CS(=O)(=O)C1=CC=CC=C1